(3S)-1-[3-(4-fluoro-1H-1,3-benzodiazol-2-yl)-5-(3-methanesulfonylphenyl)pyridin-4-yl]pyrrolidin-3-amine FC1=CC=CC=2NC(=NC21)C=2C=NC=C(C2N2C[C@H](CC2)N)C2=CC(=CC=C2)S(=O)(=O)C